OC(CNC1=CC=C(C(=N1)C(=O)NCC(C)(C)C)OC)CO 6-(2,3-dihydroxypropyl-amino)-N-(2,2-dimethylpropyl)-3-methoxy-pyridine-2-carboxamide